1-(5-((2,4-difluorophenyl)thio)-1H-imidazo[4,5-b]pyrazin-2-yl)-4-methylpiperidin-4-amine FC1=C(C=CC(=C1)F)SC=1N=C2C(=NC1)NC(=N2)N2CCC(CC2)(N)C